N,N-bis(2-hydroxyethyl)hexanediamide C(CCC(=O)NCCO)CC(=O)NCCO